C[NH+]1CC[NH+](CC1)C2CC3=CC=CC=C3SC4=C2C=C(C=C4)SC The molecule is a doubly-charged organic cation arising from protonation of the two tertiary amino functions of methiothepin. It is an ammonium ion derivative and an organic cation. It is a conjugate acid of a methiothepin.